4'-(2-amino-acetamido)-4-bromo-4''-sulfamoyl-[1,1':3',1''-terphenyl]-5'-carboxamide NCC(=O)NC1=C(C=C(C=C1C(=O)N)C1=CC=C(C=C1)Br)C1=CC=C(C=C1)S(N)(=O)=O